The molecule is a thioaldehyde that is benzaldehyde in which the oxygen has been replaced by divalent sulfur. It is a thioaldehyde and a member of benzenes. It derives from a hydride of a toluene. C1=CC=C(C=C1)C=S